((2-butyl-4-oxo-1,3-diazaspiro[4.4]non-1-en-3-yl)methyl)-N-(4-cyclopropyl-5-methylisoxazol-3-yl)-N-(methoxymethyl)-2'-((methylamino)methyl)-[1,1'-biphenyl]-2-sulfonamide C(CCC)C1=NC2(C(N1CC1=C(C(=CC=C1)C1=C(C=CC=C1)CNC)S(=O)(=O)N(COC)C1=NOC(=C1C1CC1)C)=O)CCCC2